methyl-((4-methyl-2-oxo-9-phenyl-2H-furo[2,3-h]chromen-8-yl)(phenyl)methyl)succinic acid CC(C(=O)O)(CC(=O)O)C(C1=CC=CC=C1)C1=C(C=2C(=CC=C3C(=CC(OC23)=O)C)O1)C1=CC=CC=C1